tert-butyl (4-formylphenyl)(methyl)carbamate C(=O)C1=CC=C(C=C1)N(C(OC(C)(C)C)=O)C